4-(2-((2Z,5Z,8Z)-tetradeca-2,5,8-trien-1-yl)phenyl)butanamide C(\C=C/C\C=C/C\C=C/CCCCC)C1=C(C=CC=C1)CCCC(=O)N